o-tolylmagnesium chloride CC1=CC=CC=[C-]1.[Mg+2].[Cl-]